CC1=C(C=CC=C1)OC(=O)C=1C(=NC=NC1)O 2-Methylphenyl-4-hydroxy-5-pyrimidinecarboxylate